((1R,5S,6S)-6-((4-(2-aminopropan-2-yl)-6-(4-fluorophenyl)pyridin-2-yl)oxy)-3-azabicyclo[3.1.0]hexan-3-yl)(4-(1-hydroxyethyl)-[2,4'-bithiazol]-5-yl)methanone NC(C)(C)C1=CC(=NC(=C1)C1=CC=C(C=C1)F)OC1[C@@H]2CN(C[C@H]12)C(=O)C1=C(N=C(S1)C=1N=CSC1)C(C)O